FC=1C=C2C(C=NC2=CC1)(O)C(F)(F)F 5-fluoro-3-(trifluoromethyl)indol-3-ol